FC1=NC(=CC=C1C=1SC2=C(N1)C=CC(=C2)N)C=2C=NC(=NC2)NC [2-fluoranyl-6-[2-(methylamino)pyrimidin-5-yl]pyridin-3-yl]-1,3-benzothiazol-6-amine